4-{[(2S,4S)-4-fluoro-4-methyl-5-oxopyrrolidin-2-yl]methoxy}-6-(propan-2-yloxy)quinoline F[C@]1(C[C@H](NC1=O)COC1=CC=NC2=CC=C(C=C12)OC(C)C)C